[Mo].[Cu].[Zn].[Pb] lead-zinc-copper-molybdenum